ClC=1C=CC2=C(N(C3=C(NC2=O)C=CC=C3)CCCCNC/C=C/C(=O)OCC)C1 Ethyl (E)-4-{[4-(3-chloro-11-oxo-10,11-dihydro-5H-dibenzo[b,e][1,4]diazepin-5-yl)butyl]amino}but-2-enoate